1-(tetrahydrofuran-3-yl)cyclopropan-1-amine O1CC(CC1)C1(CC1)N